BrC1=CC(=CC(=C1)C(F)F)Br 1,3-dibromo-5-(difluoromethyl)benzene